O=C1N(CCN1)CCNC(C(=C)C)=O N-(2-(2-oxo-imidazolin-1-yl)ethyl)methacrylamide